(6'-amino-6-methoxy-[2,3'-bipyridyl]-5-yl)-5-methyl-3-phenylisoxazole-4-carboxamide NC1=CC=C(C=N1)C1=NC(=C(C=C1)NC(=O)C=1C(=NOC1C)C1=CC=CC=C1)OC